8-Aza-2'-Deoxyguanosine 5'-Triphosphate P(O)(=O)(OP(=O)(O)OP(=O)(O)O)OC[C@@H]1[C@H](C[C@@H](O1)N1N=NC=2C(=O)NC(N)=NC12)O